N[C@@H]1CC=CC[C@H]1C1=C(C=2N=C(N=C(C2S1)NCC1=C(C=NC=C1)F)Cl)C 6-((1r,6r)-6-aminocyclohex-3-en-1-yl)-2-chloro-N-((3-fluoropyridin-4-yl)methyl)-7-methylthieno[3,2-d]pyrimidin-4-amine